2-{[(3R)-1-(2,4-difluoro-6-nitro-3-phenoxyphenyl)piperidin-3-yl]methyl}-1H-isoindol-1,3(2H)-dione FC1=C(C(=CC(=C1OC1=CC=CC=C1)F)[N+](=O)[O-])N1C[C@@H](CCC1)CN1C(C2=CC=CC=C2C1=O)=O